4-(Piperazin-1-yl)-N-(quinoxalin-6-ylmethyl)-6-(trifluoromethyl)pyridin-3-amine N1(CCNCC1)C1=C(C=NC(=C1)C(F)(F)F)NCC=1C=C2N=CC=NC2=CC1